C(CCC)C1=NC(=C2N=C(N(C2=N1)C)N1N=CC=N1)N 2-BUTYL-9-METHYL-8-(2H-1,2,3-TRIAZOL-2-YL)-9H-PURIN-6-YLAMINE